(S)-(1-(4-((4-Nitrophenyl)amino)phenyl)ethyl)carbamic acid tert-butyl ester C(C)(C)(C)OC(N[C@@H](C)C1=CC=C(C=C1)NC1=CC=C(C=C1)[N+](=O)[O-])=O